ClC=1C=C(C=CC1)S(=O)(=O)N1N=C(C=C1)C(=O)NCC1=NC=C(N=C1)C 1-(3-chlorophenyl)sulfonyl-N-[(5-methylpyrazin-2-yl)methyl]pyrazole-3-carboxamide